2-(4-(2-(8,9-dihydro-7H-cyclopenta[c][1,2,4]triazolo[1,5-a]pyridin-6-yl)-3-isopropyl-1H-indol-5-yl)piperidin-1-yl)acetamide tert-butyl-(2-((3-cyano-4-nitrophenyl)amino)ethyl)carbamate C(C)(C)(C)N(C(O)=O)CCNC1=CC(=C(C=C1)[N+](=O)[O-])C#N.N=1C=NN2C1C1=C(C(=C2)C=2NC3=CC=C(C=C3C2C(C)C)C2CCN(CC2)CC(=O)N)CCC1